4-((3-(5-fluoropyrimidin-2-yl)-2-methoxyphenyl)amino)-N-methyl-2-((6-methylpyridin-3-yl)amino)pyrimidine FC=1C=NC(=NC1)C=1C(=C(C=CC1)NC1=NC(N(C=C1)C)NC=1C=NC(=CC1)C)OC